dieth-ylether C(C)OCC